(R)-N-((S)-1-(2,4-difluorophenyl)ethyl)-2-(5-hydroxy-2,4-dioxo-1,4-dihydroquinazolin-3(2H)-yl)propanamide FC1=C(C=CC(=C1)F)[C@H](C)NC([C@@H](C)N1C(NC2=CC=CC(=C2C1=O)O)=O)=O